(hexahydropyrrolo[3,4-c]pyrrol-2(1H)-yl)(1-methylcyclopropyl)methanone C1N(CC2C1CNC2)C(=O)C2(CC2)C